FC(C(=O)O)(F)F.FC1(CN(C1)C(CN1N=CC2=NC=C(C=C21)C2=NC(=CC=C2)C(F)(F)F)=O)F 1-(3,3-Difluoroazetidin-1-yl)-2-[6-[6-(trifluoromethyl)-2-pyridyl]pyrazolo[4,3-b]pyridin-1-yl]ethanone trifluoroacetate Salt